(4-ethynylcyclohexyl)methyl 4-methylbenzenesulfonate CC1=CC=C(C=C1)S(=O)(=O)OCC1CCC(CC1)C#C